NC1=C(C=C(C(=C1)F)F)C=1C(=CC2=C(N(C(N=C2N2[C@H](CN([C@@H](C2)C)C(C=C)=O)C)=O)C=2C(=NC=CC2C)C(C)C)N1)Cl (M)-7-(2-Amino-4,5-difluoro-phenyl)-6-chloro-4-[(2S,5R)-2,5-dimethyl-4-prop-2-enoyl-piperazin-1-yl]-1-(2-isopropyl-4-methyl-3-pyridyl)pyrido[2,3-d]pyrimidin-2-one